4-((Trimethylsilyl)ethynyl)-3,6-dihydropyridine-1(2H)-carboxylic acid tert-butyl ester C(C)(C)(C)OC(=O)N1CCC(=CC1)C#C[Si](C)(C)C